1-(4-amino-cis-cyclohexyl)-3-(4-hexyloxy)benzyl-1-methylurea N[C@H]1CC[C@H](CC1)C1(CN(C(=O)N)C)CC(=CC=C1)OC(CCC)CC